propenyl-boric acid C(=CC)OB(O)O